2,3-dimethoxy-5-methylphenol COC1=C(C=C(C=C1OC)C)O